[1-(indolizin-1-yl)butan-2-yl](methyl)amine C=1(C=CN2C=CC=CC12)CC(CC)NC